COC1=NC=CC=C1NC(C1=CC(=CC=C1)C1=CNC2=NC=C(C=C21)C=2C=NN(C2)C2CCN(CC2)C)=O N-(2-methoxypyridin-3-yl)-3-(5-(1-(1-methylpiperidin-4-yl)-1H-pyrazol-4-yl)-1H-pyrrolo[2,3-b]Pyridin-3-yl)benzamide